CC1=CC=CC2=C(C3=CC=CC=C3C(=C12)OC(=O)CCCCCC)OC(=O)CCCCCC 1-methyl-9,10-bis(n-hexylcarbonyloxy)anthracene